CC=1C=C2C=CC=C(C2=CC1)C1=CC=CC2=CC(=CC=C12)C 6,6'-dimethyl-1,1'-binaphthalene